CC=1CCCC2=C(N=NC12)C dimethyl-5,6-dihydro-4H-indazol